2-(4-fluoro-2-methylbenzyl)-4-(trifluoromethyl)benzoic acid FC1=CC(=C(CC2=C(C(=O)O)C=CC(=C2)C(F)(F)F)C=C1)C